1-(2-methoxyethyl)-6-oxo-N-(4-(5-(trifluoromethyl)-1,2,4-oxadiazol-3-yl)benzyl)-N-(3-(trifluoromethyl)phenyl)-1,6-dihydropyridazine-3-carboxamide COCCN1N=C(C=CC1=O)C(=O)N(C1=CC(=CC=C1)C(F)(F)F)CC1=CC=C(C=C1)C1=NOC(=N1)C(F)(F)F